COC1(CC(C1)(C(=O)N[C@H]1C[C@H](CCC1)NC1=CC(=NC2=CC=CC=C12)C(F)(F)F)C)OC 3,3-dimethoxy-1-methyl-N-[(1r,3s)-3-{[2-(trifluoromethyl)quinolin-4-yl]amino}cyclohexyl]cyclobutane-1-carboxamide